C1(=CC=C(C=C1)C(=O)SC1=CC=CC=C1)C phenyl (4-toluoyl) sulfide